bis{3,4,6-trichloro-2-[(9-anthracenylmethoxy)carbonyl] phenyl}oxalate ClC=1C(=C(C(=CC1Cl)Cl)OC(C(=O)OC1=C(C(=C(C=C1Cl)Cl)Cl)C(=O)OCC=1C2=CC=CC=C2C=C2C=CC=CC12)=O)C(=O)OCC=1C2=CC=CC=C2C=C2C=CC=CC12